C(CC)N(N)C(=O)[O-] 1-propylhydrazin-1-carboxylate